isopropylthioketone C(C)(C)C(=S)C(C)C